((1-(((6-(1-methyl-1H-pyrazol-4-yl)pyrazolo[1,5-a]pyrazin-4-yl)oxy)methyl)cyclopropyl)methyl)acrylamide CN1N=CC(=C1)C=1N=C(C=2N(C1)N=CC2)OCC2(CC2)CC(C(=O)N)=C